CN(C(C1=CC=C(C=C1)C(F)(F)F)=O)[C@H](C)C1=CNC(C2=CC=CC=C12)=O (R)-N-methyl-N-(1-(1-oxo-1,2-dihydroisoquinolin-4-yl)ethyl)-4-(trifluoromethyl)benzamide